[Si](C)(C)(C(C)(C)C)OCCSC=1N=NC(=CC1NC1=CC(=NC=C1)NC(=O)CCN1CCN(CC1)C(=O)OC(C)(C)C)C1=C(C=CC(=C1)Cl)F tert-butyl 4-{2-[(4-{[3-({2-[(tert-butyldimethylsilyl)oxy]ethyl}sulfanyl)-6-(5-chloro-2-fluorophenyl)pyridazin-4-yl]amino}pyridin-2-yl)carbamoyl]ethyl}piperazine-1-carboxylate